2-[4-[4-[2-[1-(6,7-dihydro-5H-pyrrolo[1,2-c]imidazol-1-yl)-2-oxo-2-(2-thienylamino)ethyl]-7-fluoro-3-oxo-isoindolin-5-yl]phenoxy]-1-piperidinyl]-2-oxo-acetic acid ethyl ester C(C)OC(C(=O)N1CCC(CC1)OC1=CC=C(C=C1)C=1C=C2C(N(CC2=C(C1)F)C(C(NC=1SC=CC1)=O)C1=C2N(C=N1)CCC2)=O)=O